((R)-2-hydroxyethylsulfonimidoyl)-6-methylnicotinamide OCC[S@](=O)(=N)C1=C(C(=O)N)C=CC(=N1)C